Cyclopropyl sulfide C1(CC1)SC1CC1